2-heptylquinolin-4(1H)-one C(CCCCCC)C=1NC2=CC=CC=C2C(C1)=O